3-((tert-butyldimethylsilyl)oxy)pentane [Si](C)(C)(C(C)(C)C)OC(CC)CC